1-[2-(2,6-dioxopiperidin-3-yl)-1,3-dioxoisoindol-4-yl]piperidine-4-carbaldehyde O=C1NC(CCC1N1C(C2=CC=CC(=C2C1=O)N1CCC(CC1)C=O)=O)=O